2,3,5,6-tetrafluoro-p-phenylenedi(trimellitate) FC1=C(C(=C(C(=C1F)C1=C(C(C(=O)[O-])=CC=C1C(=O)[O-])C(=O)[O-])F)F)C1=C(C(C(=O)[O-])=CC=C1C(=O)[O-])C(=O)[O-]